2-methyl-5-bromonicotinate CC1=C(C(=O)[O-])C=C(C=N1)Br